O1COC2=C1C=CC(=C2)C(=O)C21CC(C2)(C1)NC(C(F)(F)F)=O N-(3-(benzo[d][1,3]dioxole-5-carbonyl)bicyclo[1.1.1]pentan-1-yl)-2,2,2-trifluoroacetamide